silicon water oxygen [O].O.[Si]